N-methyl-N-{3-[({2-[(4-{[(3S)-3-methylmorpholin-4-yl]carbonyl}phenyl)amino]-5-(trifluoromethyl)pyrimidin-4-yl}amino)methyl]pyridin-2-yl}methanesulfonamide CN(S(=O)(=O)C)C1=NC=CC=C1CNC1=NC(=NC=C1C(F)(F)F)NC1=CC=C(C=C1)C(=O)N1[C@H](COCC1)C